C(C(C)C)N1CCC(CC1)C(=O)NC=1N=CC2=CC=C(C=C2C1)C=1C=NN(C1CN1CCCCC1)C 1-isobutyl-N-(6-(1-methyl-5-(piperidin-1-ylmethyl)-1H-pyrazol-4-yl)isoquinolin-3-yl)piperidine-4-carboxamide